COC=1C=C(C=2C(N1)=NNC2)C=2C=C(C=NC2)C2=CC=C(C=C2)N2C(CCC2)=O 1-(4-(5-(6-methoxy-2H-pyrazolo[3,4-b]pyridin-4-yl)pyridin-3-yl)phenyl)pyrrolidin-2-one